O=C1NC(CCC1N1C(C2=CC=C(C=C2C1)NC(=O)N1CCC2=CC=C(C=C12)F)=O)=O N-(2-(2,6-dioxopiperidin-3-yl)-1-oxoisoindolin-5-yl)-6-fluoroindoline-1-carboxamide